COCC1=NC=CC(=C1)C1=NSC(=N1)[C@@H](C)NC(=O)C=1N(N=C(C1)C(F)(F)F)C N-[(1R)-1-[3-[2-(methoxymethyl)-4-pyridyl]-1,2,4-thiadiazol-5-yl]ethyl]-2-methyl-5-(trifluoromethyl)pyrazole-3-carboxamide